CC1=CC=C(C=C1)S(=O)(=O)OCC1CN(C1)C1=CC=C(C=C1)[N+](=O)[O-] [1-(4-nitrophenyl)azetidin-3-yl]methyl 4-methylbenzenesulfonate